[Si](C1=CC=CC=C1)(C1=CC=CC=C1)(C(C)(C)C)OC1(CN(CCOC1)C1=NC(=NC(=N1)O[C@@H](C)[C@H]1N(C[C@@H](C1)F)C)C#N)C 4-[6-[(tert-butyldiphenylsilyl)oxy]-6-methyl-1,4-oxazepan-4-yl]-6-[(1S)-1-[(2S,4R)-4-fluoro-1-methylpyrrolidin-2-yl]ethoxy]-1,3,5-triazine-2-carbonitrile